aminoindene phosphate P(=O)(O)(O)O.NC1C=CC2=CC=CC=C12